6-(4-Amino-4-phenylpiperidin-1-yl)-3-(2,3-dichlorophenyl)-1H-pyrazolo[3,4-d]pyrimidine-4-carboxylic acid NC1(CCN(CC1)C1=NC(=C2C(=N1)NN=C2C2=C(C(=CC=C2)Cl)Cl)C(=O)O)C2=CC=CC=C2